C(C)(C)(C)OC(=O)N1CC2=CC=CC(=C2CC1)C=1C=2C3=C(NC2C(=CC1F)C(N)=O)CCS(C3)=O 5-(6-carbamoyl-8-fluoro-2-oxo-1,3,4,5-tetrahydrothiopyrano[4,3-b]Indol-9-yl)-3,4-dihydroisoquinoline-2(1H)-carboxylic acid tert-butyl ester